(S)-quinuclidin-3-yl ((R)-6-(3-butoxyphenyl)-7-fluoro-2,2-dimethyl-1,2,3,4-tetrahydronaphthalen-1-yl)carbamate C(CCC)OC=1C=C(C=CC1)C=1C=C2CCC([C@H](C2=CC1F)NC(O[C@@H]1CN2CCC1CC2)=O)(C)C